7-(5-fluoro-2-(((3S,4R)-3-hydroxytetrahydro-2H-pyran-4-yl)amino)pyrimidin-4-yl)-1-isopropyl-3-methyl-2-(1-methylazetidin-2-yl)quinolin-4(1H)-one FC=1C(=NC(=NC1)N[C@H]1[C@@H](COCC1)O)C1=CC=C2C(C(=C(N(C2=C1)C(C)C)C1N(CC1)C)C)=O